O=C(COC1=CC=C2C=CC(=CC2=C1)/C=C/C(=O)OC)NC1=C(C(=CC(=C1C)C)C)C Methyl (E)-3-(7-(2-oxo-2-((2,3,5,6-tetramethylphenyl)amino)ethoxy)naphthalen-2-yl)acrylate